Cl.N(=[N+]=[N-])C[C@@H](N)C1=CC(=CC=C1)Cl (S)-2-azido-1-(3-chlorophenyl)ethan-1-amine hydrochloride